Cl.O1CCN(CC1)C=1C2=C(N=C(N1)NC1=CC(=NN1)C1=CC=NC=C1)C=C(O2)C2=NC=CC=C2 4-morpholino-6-(pyridin-2-yl)-N-(3-(pyridin-4-yl)-1H-pyrazol-5-yl)furo[3,2-d]pyrimidin-2-amine hydrochloride